2-(4-cyclopropyl-6-methoxypyrimidin-5-yl)-N4-(4-(1-methyl-4-(trifluoromethyl)-1H-imidazol-2-yl)benzyl)-5,6,7,8-tetrahydroquinazoline-4,6-diamine C1(CC1)C1=NC=NC(=C1C1=NC=2CCC(CC2C(=N1)NCC1=CC=C(C=C1)C=1N(C=C(N1)C(F)(F)F)C)N)OC